BrCC(=O)C1=NC=CC(=C1)C(F)(F)F 2-bromo-1-[4-(trifluoromethyl)pyridin-2-yl]ethanone